C(C1=CC=CC=C1)OC=1C=C2C(=C(NC2=CC1)C1=CC=C(C=C1)OC)Cl 5-(benzyloxy)-3-chloro-2-(4-methoxyphenyl)-1H-indole